N1C[C@@H](CC1)N1CC(C1)C(C)(C)O (R)-2-(1-(Pyrrolidin-3-yl)azetidin-3-yl)propan-2-ol